(2-((5-(6-ethyl-2,6-diazaspiro[3.3]hept-2-yl)pyridin-2-yl)amino)-5-fluoropyrimidin-4-yl)-3-isopropyl-N,N,6-trimethyl-3H-thieno[2,3-d]imidazol-2-amine C(C)N1CC2(CN(C2)C=2C=CC(=NC2)NC2=NC=C(C(=N2)C2=C(C3=C(N(C(=N3)N(C)C)C(C)C)S2)C)F)C1